2-(2,6-dioxopiperidin-3-yl)-4-(2-(2-iodoethoxy)ethoxy)isoindoline-1,3-dione O=C1NC(CCC1N1C(C2=CC=CC(=C2C1=O)OCCOCCI)=O)=O